C[C@@H]1O[C@@H](CN(C1)C=1C=CC(=NC1)C=1C=NC(=CC1NC1=NC(=CC(=C1)[C@@H](C)OC)S(=O)(=O)C)NC(C)=O)C |o1:26| N-(5-((cis)-2,6-dimethylmorpholino)-4'-((4-((R or S)-1-methoxyethyl)-6-(methylsulfonyl)pyridin-2-yl)amino)-[2,3'-bipyridin]-6'-yl)acetamide